C(C)C1=NOC(=C1C(=O)N)C 3-ethyl-5-methyl-1,2-oxazole-4-carboxamide